N-(2-(6-(4-(3H-imidazo[4,5-b]pyridin-7-yl)-1H-pyrazol-1-yl)pyridin-3-yl)-3,3,3-trifluoropropyl)cyclopropylamine N1=CNC2=NC=CC(=C21)C=2C=NN(C2)C2=CC=C(C=N2)C(CNC2CC2)C(F)(F)F